CC([C@@H](C(N1CC2(CC2)C[C@H]1C(N[C@@H](C[C@H]1C(NCC1)=O)C(COC(F)(F)F)=O)=O)=O)NC(OC)=O)(C)C methyl ((S)-3,3-dimethyl-1-oxo-1-((S)-6-(((S)-3-oxo-1-((S)-2-oxopyrrolidin-3-yl)-4-(trifluoromethoxy)butan-2-yl)carbamoyl)-5-azaspiro[2.4]heptan-5-yl)butan-2-yl)carbamate